1,6-bisacryloyloxyhexane C(C=C)(=O)OCCCCCCOC(C=C)=O